OC1=C(C(=CC(=C1)C(F)(F)F)C)C=1C=CC=2C(N1)=NN(C2)C[C@]21C3C(C(CC32)C1)O |r| (S and R)-1-[[6-[2-hydroxy-6-methyl-4-(trifluoromethyl)phenyl]pyrazolo[3,4-b]pyridin-2-yl]methyl]tricyclo[2.2.1.02,6]heptan-3-ol